C(CCCC)C1(C2=CC=CC=C2NC=2C=CC=CC12)CCCCC 9,9-dipentyl-acridine